5-(imidazo[1,2-a]pyridin-6-yl)-4-methoxy-N-(trans-4-(methoxy-d3)cyclohexyl)-7H-pyrrolo[2,3-d]pyrimidin-2-amine N=1C=CN2C1C=CC(=C2)C2=CNC=1N=C(N=C(C12)OC)N[C@@H]1CC[C@H](CC1)OC([2H])([2H])[2H]